tert-butyl (5-bromopyrimidin-2-yl)(1-methyl-1H-pyrazol-4-yl)carbamate BrC=1C=NC(=NC1)N(C(OC(C)(C)C)=O)C=1C=NN(C1)C